C(#N)[C@H]1CN(C[C@@H]1C1=CC=CC=C1)C(=O)[C@@H]1CC[C@H]2N1C([C@H](CC[C@@H](C2)CCC)NC(=O)C2=CC1=C(S2)C=CC(=C1)C(F)P(O)(O)=O)=O ((2-(((3S,6S,9S,10aR)-3-((3R,4S)-3-cyano-4-phenylpyrrolidine-1-carbonyl)-5-oxo-9-propyldeca-hydropyrrolo[1,2-a]azocin-6-yl)carbamoyl)benzo[b]thiophen-5-yl)fluoromethyl)phosphonic acid